C(#N)C=1C=NN2C1C(=CC(=C2)C=2C=NN(C2)C)OCC2=CC(=NC=N2)NC(C=C)=O N-(6-(((3-cyano-6-(1-methyl-1H-pyrazol-4-yl)pyrazolo[1,5-a]pyridin-4-yl)oxy)methyl)pyrimidin-4-yl)acrylamide